3-(5-((1s,3s)-3-(hydroxymethyl)cyclobutyl)-3-methyl-2-OXO-2,3-dihydro-1H-benzo[d]imidazol-1-yl)-1-(4-methoxybenzyl)piperidine-2,6-dione OCC1CC(C1)C1=CC2=C(N(C(N2C)=O)C2C(N(C(CC2)=O)CC2=CC=C(C=C2)OC)=O)C=C1